[N+](=O)([O-])NC(=S)N nitrothiourea